(1S,3S)-3-({6-[5-({5-[(3,5-dimethyl-1H-pyrazol-1-yl)methyl]-2H-1,2,3,4-tetrazol-2-yl}methyl)-1-methyl-1H-1,2,3-triazol-4-yl]-2-methylpyridin-3-yl}oxy)cyclohexane-1-carboxylic acid CC1=NN(C(=C1)C)CC=1N=NN(N1)CC1=C(N=NN1C)C1=CC=C(C(=N1)C)O[C@@H]1C[C@H](CCC1)C(=O)O